C1(CC1)C1=C(C(=NO1)C1=C(C=C(C=C1)Cl)Cl)COC1=CC=C2C(=N1)C1(CC1)CC1=C(O2)C=C(C=C1)C(=O)O 2-((5-cyclopropyl-3-(2,4-dichlorophenyl)isoxazol-4-yl)methoxy)-10H-spiro[benzo[6,7]oxepino[3,2-b]pyridine-11,1'-cyclopropane]-7-carboxylic acid